C1(CC1)NC(C1=C(C=C(C=C1OC)C1=CN=C2N1C=CC(=C2)OCCCN2CC1(CCS1(=O)=O)C2)OC(F)F)=O N-cyclopropyl-2-(difluoromethoxy)-4-[7-[3-(1,1-dioxo-1λ6-thia-6-azaspiro[3.3]heptan-6-yl)propoxy]imidazo[1,2-a]pyridin-3-yl]-6-methoxy-benzamide